FC(=CC1=CC=C(C=C1)C1=CC=C(C=C1)C=C(F)F)F bis(2,2-difluorovinyl)-1,1'-biphenyl